C1(=CC(=CC=C1)C(=O)OCCOCCOC(=O)C=1C=C(C=CC1)C)C diethylene glycol di-m-toluate